1,4-methano-8-chloro-1,4,4a,9a-tetrahydrofluorene ClC=1C=CC=C2C3C4C=CC(C3CC12)C4